O1COC2=C1C=CC(=C2)NC(C2=CC=C(C=C2)NS(=O)(=O)C2=CC(=C(C=C2)F)C)=O N-(benzo[d][1,3]dioxol-5-yl)-4-((4-fluoro-3-methylphenyl)sulfonamido)benzamide